C(C)C=1N=C(NC1)C1=CC=CC(=N1)N1CCN(CCC1)C1CCN(CC1)C(C)C 1-[6-(4-Ethyl-1H-imidazol-2-yl)pyridine-2-yl]-4-[1-(propan-2-yl)piperidin-4-yl]-1,4-diazepane